3-(1-azidoethyl)-5-bromopyridine N(=[N+]=[N-])C(C)C=1C=NC=C(C1)Br